C1(=CC=CC=C1)C1CC=NN1C=1C2=C(N=C(N1)C1=C(C=CC(=C1)N)N)C=CS2 (4-(5-phenyl-4,5-dihydro-1H-pyrazol-1-yl)thieno[3,2-d]pyrimidin-2-yl)benzene-1,4-diamine